C(C)(C)(C)OC(=O)N(CCN1C(=NC=C1C)CC=1C(=C(C=CC1)CC(C(=O)OCC)C)F)C ethyl 3-[3-[[1-[2-[tert-butoxycarbonyl (methyl)amino]ethyl]-5-methyl-imidazol-2-yl]methyl]-2-fluoro-phenyl]-2-methyl-propanoate